(M)-2-((R)-4-(4-(aminomethyl)-1-oxo-1,2-dihydrophthalazin-6-yl)-1-methyl-1H-pyrazol-5-yl)-3-fluoro-6-((1S,2S)-2-methylcyclopropoxy)benzonitrile NCC1=NNC(C2=CC=C(C=C12)C=1C=NN(C1C1=C(C#N)C(=CC=C1F)O[C@@H]1[C@H](C1)C)C)=O